FC=1C=CC=2C(C(N3C(C2C1)=CC=1C=CC=CC13)=O)(C)CC(=O)[O-] 2-(2-fluoro-5-methyl-6-oxo-5,6-dihydroindolo[2,1-a]isoquinolin-5-yl)acetate